C1(CC1)NS(=O)(=O)NC1=NN2C(N=CC=C2)=C1C(=O)N[C@@H](C)C=1N(C(C=2C(=CC=C3C2C1CN3C)C#C)=O)C3=CC=CC=C3 (S)-2-((N-cyclopropylsulfamoyl)amino)-N-(1-(6-ethynyl-1-methyl-5-oxo-4-phenyl-1,2,4,5-tetrahydropyrrolo[4,3,2-de]isoquinolin-3-yl)ethyl)pyrazolo[1,5-a]pyrimidine-3-carboxamide